methyl 4-amino-3-methylbenzoate NC1=C(C=C(C(=O)OC)C=C1)C